1-[4-(3-chlorophenyl)piperazin-1-yl]-4-cyclopropyl-butane-1,4-dione ClC=1C=C(C=CC1)N1CCN(CC1)C(CCC(=O)C1CC1)=O